6-hydroxy-2-phenylbenzo[d][1,2]selenazol-3(2H)-one 1-oxide OC1=CC2=C(C(N([Se]2=O)C2=CC=CC=C2)=O)C=C1